C(=C)[Si](O[Si](C)(C)C)(C)C vinyl-pentamethyldisiloxane